3-(morpholino)propanesulfonic acid O1CCN(CC1)CCCS(=O)(=O)O